6-chloro-N4-(4-fluoro-5-(2-((S)-2-methylmorpholino)pyrimidin-4-yl)-2-((3S,5R)-3,4,5-trimethylpiperazin-1-yl)phenyl)pyrimidine-4,5-diamine ClC1=C(C(=NC=N1)NC1=C(C=C(C(=C1)C1=NC(=NC=C1)N1C[C@@H](OCC1)C)F)N1C[C@@H](N([C@@H](C1)C)C)C)N